Cl.COC1=C(C=CC=C1)C1=CN(C2=NC(=CC=C21)N)COCC[Si](C)(C)C 3-(2-methoxyphenyl)-1-[[2-(trimethylsilyl)ethoxy]methyl]pyrrolo[2,3-b]pyridin-6-amine hydrochloride